C(C)OC(=C)C=1N=C2N(C=CN=C2)C1 (1-ethoxyvinyl)imidazo[1,2-a]pyrazine